C(CC)C=1NC2=C(N1)C=C(C=C2C)C2=NC1=C(N2C)C=CC=C1 2-n-propyl-4-methyl-6-(1-methyl-benzimidazole-2-yl)-benzimidazole